(3R,4R)-3-((tert-butoxycarbonyl)oxy)-4-(3,4-dihydroisoquinolin-2(1H)-yl)piperidine-1-carboxylic acid C(C)(C)(C)OC(=O)O[C@@H]1CN(CC[C@H]1N1CC2=CC=CC=C2CC1)C(=O)O